C1(=CC=CC=C1)C=1C=C(C=2NC3=CC=C(C=C3C2C1)C1=CC=CC=C1)C1=CC=C(C=C1)C1=NC2=C3C(=C4C(=C2N=C1)C=CC=C4)C=CC=C3 2-[4-(3,6-diphenyl-9H-carbazol-yl)phenyl]dibenzo[f,H]quinoxaline